FC1=C(C=CC=C1)[C@@H]1COC2=C(CN1C(=O)C1(CCOCC1)C)C=CC(=C2)C(=O)NO (R)-3-(2-fluorophenyl)-N-hydroxy-4-(4-methyltetrahydro-2H-pyran-4-carbonyl)-2,3,4,5-tetrahydrobenzo[f][1,4]oxazepine-8-carboxamide